[[(E)-2-[(2R,6R)-6-[2,4-bis(oxidanylidene)pyrimidin-1-yl]morpholin-2-yl]vinyl]-[2,2-di(methyl)propanoyloxymethoxy]phosphoryl]oxymethyl 2,2-di(methyl)propanoate CC(C(=O)OCOP(=O)(OCOC(C(C)(C)C)=O)\C=C\[C@@H]1CNC[C@@H](O1)N1C(NC(C=C1)=O)=O)(C)C